4-amino-1-[(2S,3R,4S,5S)-3-fluoro-4-hydroxy-5-(hydroxymethyl)tetrahydrofuran-2-yl]-5-methyl-pyrimidin-2-one NC1=NC(N(C=C1C)[C@H]1O[C@H]([C@@H]([C@H]1F)O)CO)=O